C1COO1 Dioxetane